O1C=2C(OCC1COCCC(S(=O)(=O)O)C)=CSC2 3-[(2,3-dihydrothieno[3,4-b]-[1,4]dioxin-2-yl)methoxy]-1-Methyl-1-propanesulfonic acid